C1(C=CC(N1C1=CC=C(C(=O)C2C(=O)N(C(C2)=O)O)C=C1)=O)=O (p-maleimidobenzoyl)N-hydroxysuccinimide